FC1=C(C(=O)O)C(=C(C(=C1F)C(=O)O)F)F 2,3,5,6-Tetrafluoroterephthalic acid